tert-Butyl 5-({O-[tert-butyl(dimethyl)silyl]-N-methyl-D-threonyl}amino)-1H-pyrazolo[4,3-b]pyridine-1-carboxylate [Si](C)(C)(C(C)(C)C)O[C@H]([C@@H](NC)C(=O)NC1=CC=C2C(=N1)C=NN2C(=O)OC(C)(C)C)C